C1(CC1)N1C=C(C(C2=CC(=C(C(=C12)OC)F)F)=O)C(=O)O 1-cyclopropyl-6,7-difluoro-1,4-dihydro-8-methoxy-4-oxo-3-quinolinecarboxylic acid